5-(5-methylthiophen-2-yl)-1H-imidazol CC1=CC=C(S1)C1=CN=CN1